9H-fluoren-9-ylmethyl-[(2S)-1-({3-[{(1R)-1-[1-benzyl-4-(2,5-difluorophenyl)-1H-pyrrol-2-yl]-2,2-dimethylpropyl} (glycoloyl)amino]propyl} amino)-1-oxopropan-2-yl]carbamate C1=CC=CC=2C3=CC=CC=C3C(C12)COC(N[C@H](C(=O)NCCCN(C(CO)=O)[C@H](C(C)(C)C)C=1N(C=C(C1)C1=C(C=CC(=C1)F)F)CC1=CC=CC=C1)C)=O